3-(3-fluoro-pyridin-4-yl)-acrylic acid ethyl ester C(C)OC(C=CC1=C(C=NC=C1)F)=O